BrC=1C=C2CN(CC2=CC1)C(N)=N 5-bromoisoindoline-2-carboximidamide